CN1OC([C@H]2[C@H]1[C@H](C[C@](C2)(C2=CC1=CC=CC=C1C=C2)C)C)(C)C |r| rac-(3ar,5r,7s,7ar)-1,3,3,5,7-pentamethyl-5-(naphthalen-2-yl)octahydrobenzo[c]isoxazole